C1(=C(C(=C(C(=C1[2H])[2H])OC=1C=C(C(=C(C1[2H])I)[2H])N(C1=C(C=C(C=C1C1=CC=CC=C1)C(C)(C)C)C1=CC=CC=C1)C1=C(C(=C(C(=C1[2H])[2H])[2H])Cl)[2H])[2H])[2H])C1=C(C(=C(C(=C1[2H])[2H])[2H])[2H])[2H] N-(3-(([1,1'-biphenyl]-4-yl-d9)oxy)-5-iodophenyl-4,6-d2)-5'-(tert-butyl)-N-(3-chlorophenyl-2,4,5,6-d4)-[1,1':3',1''-terphenyl]-2'-amine